2-(3-methoxyphenyl)-2-(4-nitroindol-1-yl)acetic acid methyl ester COC(C(N1C=CC2=C(C=CC=C12)[N+](=O)[O-])C1=CC(=CC=C1)OC)=O